CN1CCN(CC1)C1=NC2=NC=CN=C2C(=N1)NC=1C=C(C=CC1)[C@H]1[C@@H](C1)C(=O)OC trans-methyl 2-[3-[[2-(4-methylpiperazin-1-yl)pteridin-4-yl]amino]phenyl]cyclopropanecarboxylate